ethyl (S)-3-(8-bromo-1-methyl-6-(pyridin-2-yl)-4H-benzo[f]imidazo[1,2-a][1,4]diazepin-4-yl)propanoate BrC=1C=CC2=C(C(=N[C@H](C=3N2C(=CN3)C)CCC(=O)OCC)C3=NC=CC=C3)C1